methyl (E)-4-(4-(6-(5-((2,4-difluorophenyl) sulfonamido)-6-methoxy-pyridin-3-yl)quinazolin-4-yl)piperazin-1-yl)-4-oxobut-2-enoate FC1=C(C=CC(=C1)F)S(=O)(=O)NC=1C=C(C=NC1OC)C=1C=C2C(=NC=NC2=CC1)N1CCN(CC1)C(/C=C/C(=O)OC)=O